C(C)C(NB)(CC)CC trisethylmethylaminoborane